N-((S)-1-(3-(3-chloro-4-cyanophenyl)-1H-pyrazol-1-yl)propan-2-yl)-2-(1-(tetrahydro-2H-pyran-2-yl)-1H-pyrazol-5-yl)thiazole-4-carboxamide ClC=1C=C(C=CC1C#N)C1=NN(C=C1)C[C@H](C)NC(=O)C=1N=C(SC1)C1=CC=NN1C1OCCCC1